3-(2-(1-(Decanoyloxy)-2-methylpropoxy)-2,2-diphenylacetoxy)spiro[bicyclo[3.2.1]octane-8,1'-pyrrolidin]-8-ium formate C(=O)[O-].C(CCCCCCCCC)(=O)OC(C(C)C)OC(C(=O)OC1CC2CCC(C1)[N+]21CCCC1)(C1=CC=CC=C1)C1=CC=CC=C1